C1(CC1)C1=NC=C(C=C1NC(C1=NC(=CC=C1)C=1C=NN(C1)C)=O)N1C[C@@H](N(CC1)C1COC1)C (S)-N-(2-cyclopropyl-5-(3-methyl-4-(oxetan-3-yl)piperazin-1-yl)pyridin-3-yl)-6-(1-methyl-1H-pyrazol-4-yl)picolinamide